ClC1=C2N=C(C=NC2=CC=C1OC=1C=CC(=C(N)C1)[N+](=O)[O-])C=1C=NN(C1)C1OCCCC1 5-[5-chloro-3-(1-tetrahydropyran-2-ylpyrazol-4-yl)quinoxalin-6-yl]oxy-2-nitro-aniline